2-((3r,5r,7r)-adamantan-1-yl)-N-(7-((6-methoxy-2-methyl-4-(((S)-1-(4-(2-((methylamino)methyl)phenyl)thiophen-2-yl)ethyl)amino)quinazolin-7-yl)oxy)heptyl)acetamide C12(CC3CC(CC(C1)C3)C2)CC(=O)NCCCCCCCOC2=C(C=C3C(=NC(=NC3=C2)C)N[C@@H](C)C=2SC=C(C2)C2=C(C=CC=C2)CNC)OC